ClC=1C=C(C=CC1)N1N=CC=2C1=NC(=NC2NC(=O)C=2SC(=CC2)[N+](=O)[O-])C2=CC=C(C=C2)F N-(1-(3-chlorophenyl)-6-(4-fluorophenyl)-1H-pyrazolo[3,4-d]pyrimidin-4-yl)-5-nitrothiophene-2-carboxamide